(R)-2-((5-chloropyridin-2-yl)methyl)-3-(3,4-difluorophenyl)-3-((1-(hydroxy(2H2)methyl)cyclopropyl)(2H2)methoxy)-6-(2-hydroxypropan-2-yl)isoindolin-1-one ClC=1C=CC(=NC1)CN1C(C2=CC(=CC=C2[C@]1(OC([2H])([2H])C1(CC1)C([2H])([2H])O)C1=CC(=C(C=C1)F)F)C(C)(C)O)=O